2,2,4-trimethylpentanediol diisobutyrate CC(C)CC(C)(C)C(OC(=O)C(C)C)OC(=O)C(C)C